2-(2-Fluoro-3-(trifluoromethyl)phenyl)-N-(5-fluoro-6-(4-((3-oxopiperazin-1-yl)methyl)-1H-imidazol-1-yl)pyridin-3-yl)acetamide FC1=C(C=CC=C1C(F)(F)F)CC(=O)NC=1C=NC(=C(C1)F)N1C=NC(=C1)CN1CC(NCC1)=O